C(CCCCCCCC\C=C\C=C\C)O (E,E)-10,12-Tetradecadien-1-ol